(3,4-Dimethoxyphenyl)-[4-(2-phenylethyl)piperazin-1-yl]methanone COC=1C=C(C=CC1OC)C(=O)N1CCN(CC1)CCC1=CC=CC=C1